1,3-dipropyl-1,1,3,3-tetramethyldisilazane C(CC)[Si](N[Si](C)(C)CCC)(C)C